2-(2-chlorophenyl)-5,5-dimethyl-1,3,2-dioxaborolan ClC1=C(C=CC=C1)B1OC(CO1)(C)C